ClC=1C=C2C=NN(C2=CC1)CC1=NC=C(N=C1)C1=CC(=NC=C1)OC 5-chloro-1-((5-(2-methoxypyridin-4-yl)pyrazin-2-yl)methyl)-1H-indazole